[Cl-].[Cl-].[Zr+2].C(C)(C)(C)C=1C=C(C=C(C1OC)C(C)(C)C)C1=C2C=C(C(C2=CC=2CCCC12)[Si](C1C(=C(C(=C1C)C)C)C)(C)C)C (4-(3,5-di-tert-butyl-4-methoxyphenyl)-2-methyl-1,5,6,7-tetrahydro-s-indacen-1-yl)dimethyl(2,3,4,5-tetramethylcyclopenta-2,4-dien-1-yl)silane zirconium dichloride